C(=O)O.Cl.F[C@@H]1C[C@@]2(CCCN2C1)COC1=NC2=CC=C(C=C2C=N1)O (((2R,7aS)-2-fluorotetrahydro-1H-pyrrolizin-7a(5H)-yl)methoxy)quinazolin-6-ol hydrochloride formate